FC1([C@H](C=2C(=NN(C2CC1)CC1C(C1)C(F)(F)F)C(F)(F)F)O)F (4S)-5,5-difluoro-3-(trifluoromethyl)-1-[[2-(trifluoromethyl)cyclopropyl]methyl]-6,7-dihydro-4H-indazol-4-ol